5-chloro-3-methyl-2-(4-{[(3R)-1-methylpiperidin-3-yl]amino}pyrido[3,4-d]pyridazin-1-yl)phenol ClC=1C=C(C(=C(C1)O)C1=C2C(=C(N=N1)N[C@H]1CN(CCC1)C)C=NC=C2)C